C(C)(C)(C)C=1C(=C2C=CC3=C(C=C(C4=CC=C(C1Br)C2=C43)Br)Br)Br 7-tert-butyl-1,3,6,8-tetrabromopyrene